C1CCN(CC1)C2=CC=C(C=C2)N N-(4-aminophenyl)piperidine